(2-carbonyl-1,2-dihydrobenzo[cd]indol-6-yl)-5-trifluoromethyl-1H-pyrazole-4-carboxylic acid C(=O)=C1NC2=CC=C(C=3C2=C1C=CC3)N3N=CC(=C3C(F)(F)F)C(=O)O